3-Chloro-N-{[(9H-fluoren-9-yl)methoxy]carbonyl}-4-fluoro-L-phenylalanine ClC=1C=C(C[C@H](NC(=O)OCC2C3=CC=CC=C3C=3C=CC=CC23)C(=O)O)C=CC1F